(4-fluorophenyl)-2-(phenylseleno)ethan-1-ol FC1=CC=C(C=C1)C(C[Se]C1=CC=CC=C1)O